CC1=NN(C(=C1C1=NC=C(C=C1N)F)C)COCC[Si](C)(C)C [3,5-dimethyl-1-(2-trimethylsilylethoxymethyl)pyrazol-4-yl]-5-fluoro-pyridin-3-amine